N1N=C(N=C1)O [1,2,4]triazolol